2-{[(2-fluoro-4-methoxypyridin-3-yl)methyl]sulfanyl}-3H,5H,6H,7H-cyclopenta[d]pyrimidin-4-one FC1=NC=CC(=C1CSC=1NC(C2=C(N1)CCC2)=O)OC